1,2,3,4-cyclopentanetetra-yl-tetramethanol C1(C(C(C(C1)CO)CO)CO)CO